N1=NC(=CC2=C1C1=C(CCC2)C=CC=C1)N1N=C(N=C1N)NC=1C=NC(=CC1)C=1C=NC(=CC1)N 1-(6,7-dihydro-5H-benzo[6,7]cyclohepta[1,2-c]pyridazin-3-yl)-N3-(6-(6-aminopyridin-3-yl)pyridine-3-yl)-1H-1,2,4-triazole-3,5-diamine